[14C](CCCCCCCCCCCCCCC)(=O)O [1-14C]-palmitic acid